COC1=CC=C(C=C1)C(OC[C@@H]1[C@H](C[C@@H](O1)C=1C=CC(=NC1)NC(C)=O)O)(C1=CC=CC=C1)C1=CC=C(C=C1)OC N-(5-((2R,4S,5R)-5-((bis(4-methoxyphenyl)(phenyl)methoxy)methyl)-4-hydroxytetrahydrofuran-2-yl)pyridin-2-yl)acetamide